6-(4-chloro-3-fluorophenyl)-3-(3-(pyridazin-4-yl)-1-((2-(trimethylsilyl)ethoxy)methyl)-1H-pyrazol-5-yl)-1,3-oxazinan-2-one ClC1=C(C=C(C=C1)C1CCN(C(O1)=O)C1=CC(=NN1COCC[Si](C)(C)C)C1=CN=NC=C1)F